COC=1C=C2CC(C(C2=CC1)=O)=CC1=CC=CC=C1 2,3-dihydro-5-methoxy-2-phenylmethylene-1H-indenone